CCCCOC(=O)C(=O)OCCCC Di-n-Butyl Oxalate